2-(3-nitrobenzylidene)acetoacetic acid chloroethyl ester ClCCOC(C(C(=O)C)=CC1=CC(=CC=C1)[N+](=O)[O-])=O